C1N(CC2=CC=CC=C12)CC=1C=CC(=C(C#N)C1)N1C(N(CC1)C1CCN(CC1)S(=O)(=O)C)=O 5-[(2,3-dihydro-1H-isoindol-2-yl)methyl]-2-[3-(1-methanesulfonylpiperidin-4-yl)-2-oxoimidazolidin-1-yl]benzonitrile